O(C1=CC=CC=C1)C1=C(C=CC=C1)OB(O)O 2-phenoxyphenylboric acid